(S)-6-(cyclopropanecarboxamido)-4-((4-(methoxy-d3)-1-methyl-5-(2,2,2-trifluoro-1-methoxyethyl)-1H-indazol-3-yl)amino)-N-(methyl-d3)nicotinamide C1(CC1)C(=O)NC1=NC=C(C(=O)NC([2H])([2H])[2H])C(=C1)NC1=NN(C2=CC=C(C(=C12)OC([2H])([2H])[2H])[C@@H](C(F)(F)F)OC)C